tert-butyl N-[(E)-(4-chloro-3-methoxy-phenyl)methyleneamino]-N-sec-butylcarbamate ClC1=C(C=C(C=C1)\C=N\N(C(OC(C)(C)C)=O)C(C)CC)OC